(S)-4-nitrophenyl 2-(2-hydroxyphenyl)-6a,7,9,10-tetrahydro-5H-pyrazino[1',2':4,5]pyrazino[2,3-c]pyridazine-8(6H)-carboxylate OC1=C(C=CC=C1)C=1C=C2C(=NN1)NC[C@@H]1N2CCN(C1)C(=O)OC1=CC=C(C=C1)[N+](=O)[O-]